ClC1=CC=C2C(=NC(N(C2=C1)C1=C(C=CC=C1)Cl)=O)N1CC(C1)(O)C#C 7-chloro-1-(2-chlorophenyl)-4-(3-ethynyl-3-hydroxyazetidin-1-yl)quinazolin-2(1H)-one